bis(1,3-dimercaptopropyl) sulfide SC(CCS)SC(CCS)S